FC(C(C)(O)C1=NC=C2N1C(CC1=C2N(N=C1C(F)(F)F)CC1=CC=C(C=C1)OC)C)(F)F 1,1,1-trifluoro-2-(1-(4-methoxybenzyl)-5-methyl-3-(trifluoromethyl)-4,5-dihydro-1H-imidazo[1,5-a]pyrazolo[3,4-c]pyridin-7-yl)propane-2-ol